BrC1=CC(=C(C=C1F)NS(=O)(=O)C=1C=NN2C1C=CC(=C2)C(F)(F)F)F N-(4-bromo-2,5-difluorophenyl)-6-(trifluoromethyl)pyrazolo[1,5-a]pyridine-3-sulfonamide